ClC=1N=C(C2=C(N1)N(C=C2)COCC[Si](C)(C)C)CN2CCCC2 2-chloro-4-(pyrrolidin-1-ylmethyl)-7-((2-(trimethylsilyl)ethoxy)methyl)-7H-pyrrolo[2,3-d]pyrimidine